C#CO oxyacetylene